tert-butyl ((1r,3r)-3-(4-(2-(4-((6-carbamoylpyridazin-3-yl)oxy)phenyl)propan-2-yl)phenoxy)cyclobutyl)carbamate C(N)(=O)C1=CC=C(N=N1)OC1=CC=C(C=C1)C(C)(C)C1=CC=C(OC2CC(C2)NC(OC(C)(C)C)=O)C=C1